FC1=C(C=CC(=C1)F)C1C2C1CC=1C(=NNC21)C(=O)N[C@H](C(=O)OC)C2=CC=CC=C2 (2S)-Methyl 2-(1-(2,4-Difluorophenyl)-1a,2,5,5a-tetrahydro-1H-2,3-diaza-cyclopropa[a]pentalene-4-carboxamido)-2-phenylacetate